O[C@H]1[C@H](O)[C@H](O)[C@@H](O)CO1 alpha-L-lyxose